N1(N=CN=C1)C(=O)OCC(OCC)OCC 2,2-diethoxyethyl 1H-1,2,4-triazole-1-carboxylate